C(C)(C)(C)[N+](C)(C)C N-(t-butyl)-N,N,N-trimethylammonium